COC(C1=CC=C(C=C1)CCC(=O)N1CCC(CC1)N(C1C(C1)C1=CC=CC=C1)C(=O)OC(C)(C)C)=O.NC1=NC=CC(=N1)C1=CNC2=CC(=CC=C12)F 2-Amino-4-(6-fluoro-1H-indol-3-yl)pyrimidine Methyl-4-(3-(4-((tert-butoxycarbonyl)(2-phenylcyclopropyl)amino)piperidin-1-yl)-3-oxopropyl)benzoate